FC1(CCN(CC1)C(=O)C=1C=C2C(=NC1)N(C=C2)C=2C=NC(=CC2)C2=NN=C(N2)C(F)(F)F)F (4,4-Difluoropiperidin-1-yl)(1-(6-(5-(trifluoromethyl)-4H-1,2,4-triazol-3-yl)pyridin-3-yl)-1H-pyrrolo[2,3-b]pyridin-5-yl)methanone